FC(COC1=NC=C(C(=N1)OCC(F)F)OB(O)O)F (2,4-bis(2,2-difluoroethoxy)pyrimidin-5-yl)boric acid